2-pyrrolformaldehyde N1C(=CC=C1)C=O